N1N=CC(=C1)C=1C=CC2=C(C1)OCC=1N=C(SC12)N1CC(CC1)N(C)C(C)(C)C 1-(7-(1H-Pyrazol-4-yl)-4H-chromeno[3,4-d]thiazol-2-yl)-N-(tert-butyl)-N-methyl-pyrrolidin-3-amine